BrC1=CC=C(C=C1)[C@@H](C)N (R)-1-(4-Bromophenyl)ethylamine